2-(isopropylamino)ethane-1-ol C(C)(C)NCCO